Ethyl 2-chloro-4-(((3aR,6aS)-hexahydro-1H-spiro[pentalene-2,2'-[1,3]dioxan]-5-yl)amino)pyrimidine-5-carboxylate ClC1=NC=C(C(=N1)NC1C[C@@H]2CC3(OCCCO3)C[C@@H]2C1)C(=O)OCC